[3-chloro-2-(methoxymethyl)-4-methyl-5,7-dihydropyrrolo[3,4-b]pyridin-6-yl]-[(3R)-1-pyridazin-4-ylpyrrolidin-3-yl]methanone ClC=1C(=C2C(=NC1COC)CN(C2)C(=O)[C@H]2CN(CC2)C2=CN=NC=C2)C